1-(1-Methyl-1H-pyrrol-2-yl)-N-(pyridin-2-ylmethyl)methanamine CN1C(=CC=C1)CNCC1=NC=CC=C1